CN(CCC=O)C1=CC=CC=C1 3-[METHYL(PHENYL)AMINO]PROPANAL